ClC=1C=C(C=CC1F)C(C=1NC(=C(N1)S(=O)(=O)C)C)OCC1CC(C1)(F)F 2-((3-chloro-4-fluorophenyl)((3,3-difluorocyclobutyl)methoxy)methyl)-5-methyl-4-(methylsulfonyl)-1H-imidazole